OC=1C(=C2COC(C2=CC1)=O)C 5-hydroxy-4-methylisobenzofuranon